I[Na] iodosodium